2-(2-bromo-3,5,6-trifluorophenyl)acetonitrile BrC1=C(C(=C(C=C1F)F)F)CC#N